tert-butyl 4-(4-fluorophenoxy)-butanoate FC1=CC=C(OCCCC(=O)OC(C)(C)C)C=C1